(E)-2-hydroxy-3-isopentenyl-4-methoxy-6-(4-phenylbuten-1-yl)benzoic acid OC1=C(C(=O)O)C(=CC(=C1CCC(=C)C)OC)\C=C\CCC1=CC=CC=C1